C1(=CC=C2C=CC3=CC=CC4=CC=C1C2=C34)C(=O)[O-].[Na+] sodium 1-pyrenecarboxylate